(3S,6S,9S,12S,15S)-6-(aminomethyl)-16-(3-butylbenzyl)-9-cyclohexyl-3-(hydroxymethyl)-12-isobutyl-13,15-dimethyl-1,4,7,10,13,16-hexaazacyclooctadecane-2,5,8,11,14-pentaone NC[C@H]1C(N[C@H](C(NCCN([C@H](C(N([C@H](C(N[C@H](C(N1)=O)C1CCCCC1)=O)CC(C)C)C)=O)C)CC1=CC(=CC=C1)CCCC)=O)CO)=O